((2R,3S,4R,5R)-5-(6-amino-2-fluoro-9H-purin-9-yl)-3,4-dihydroxytetrahydrofuran-2-yl)pyridine NC1=C2N=CN(C2=NC(=N1)F)[C@H]1[C@@H]([C@@H]([C@H](O1)C1=NC=CC=C1)O)O